(+-)-3-(4-isopropylphenyl)-2-methylpropanaldehyde C(C)(C)C1=CC=C(C=C1)C[C@H](C=O)C |r|